ClC=1N=C(C2=C(N1)C=CO2)NCC2=CC=C(C=C2)C=2N(C=C(N2)C(F)F)C 2-chloro-N-(4-(4-(difluoromethyl)-1-methyl-1H-imidazol-2-yl)benzyl)furo[3,2-d]pyrimidin-4-amine